C(C)(C)(C)OC(=O)N1CCC2(CC1)C(CC=1C2=NC=CC1)=O 6-oxo-5,6-dihydro-spiro[cyclopenta[b]pyridine-7,4'-piperidine]-1'-carboxylic acid tert-butyl ester